1-(2,2-Difluorobutyl)pyrrolidin FC(CN1CCCC1)(CC)F